2-(6-amino-8-((6-(thiazol-2-yl)benzo[d][1,3]dioxol-5-yl)thio)-9H-purin-9-yl)-N-isobutylethanesulfonamide NC1=C2N=C(N(C2=NC=N1)CCS(=O)(=O)NCC(C)C)SC1=CC2=C(OCO2)C=C1C=1SC=CN1